2-((R)-3-((6-(2-Hydroxy-4-(trifluoromethyl)phenyl)-5-methylpyridazin-3-yl)amino)piperidin-1-yl)-N-((1r,4R)-4-hydroxycyclohexyl)-N-methylacetamide OC1=C(C=CC(=C1)C(F)(F)F)C1=C(C=C(N=N1)N[C@H]1CN(CCC1)CC(=O)N(C)C1CCC(CC1)O)C